3-chloro-7-[rac-(3S)-3-methyl-2,3,4,5-tetrahydropyridin-6-yl]quinoline ClC=1C=NC2=CC(=CC=C2C1)C=1CC[C@@H](CN1)C |r|